ethyl (2-cyano-2-(2-(3,5-dichloro-4-((6-methoxy-5-(2-oxopyrrolidin-1-yl)pyridin-3-yl)oxy)phenyl)hydrazineylidene)acetyl)carbamate C(#N)C(C(=O)NC(OCC)=O)=NNC1=CC(=C(C(=C1)Cl)OC=1C=NC(=C(C1)N1C(CCC1)=O)OC)Cl